di-tert-butyl-(2',4',6'-triisopropyl-3,6-dimethoxy[biphenyl]-2-yl)phosphine C(C)(C)(C)P(C1=C(C(=CC=C1OC)OC)C1=C(C=C(C=C1C(C)C)C(C)C)C(C)C)C(C)(C)C